C1(CC1)C=1NC(=NN1)C1CC2(CN(C2)C(=O)N2CC3(C2)CCC(CC3)OCC3(CC3)C(F)(F)F)C1 [6-(5-cyclopropyl-4H-1,2,4-triazol-3-yl)-2-azaspiro[3.3]heptan-2-yl]-[7-[[1-(trifluoromethyl)cyclopropyl]methoxy]-2-azaspiro[3.5]nonan-2-yl]methanone